5-cholestene-3β,7β-diol CC(C)CCC[C@@H](C)[C@H]1CC[C@H]2[C@@H]3[C@H](C=C4C[C@H](CC[C@]4(C)[C@H]3CC[C@]12C)O)O